[Cl-].C(C(=O)C1=CC=CC=C1)[N+]1=CSC(=C1C)C 3-phenacyl-4,5-dimethylthiazolium chloride